5',5'-dideuterio-2'-O-methyladenosine [2H]C([C@@H]1[C@H]([C@H]([C@@H](O1)N1C=NC=2C(N)=NC=NC12)OC)O)(O)[2H]